(E)-3-(2-cyclohexylvinyl)-N-isopropyl-4-methoxybenzamide C1(CCCCC1)/C=C/C=1C=C(C(=O)NC(C)C)C=CC1OC